C(C1=CC=CC=C1)ON1[C@@H]2CC[C@H](N(C1=O)C2)C(NC(CC2=NC=CC=N2)=O)=N N-(((2S,5R)-6-(benzyloxy)-7-oxo-1,6-diazabicyclo[3.2.1]octan-2-yl)(imino)methyl)-2-(pyrimidin-2-yl)acetamide